ClC1=CC=C2N=C(C(=NC2=C1)[C@@H](C)NS(=O)C(C)(C)C)OC N-((R)-1-(7-chloro-3-methoxyquinoxalin-2-yl)ethyl)-2-methylpropane-2-sulfinamide